COC(C1=C(C=CC=C1)[C@H]1[C@@H](C1)C#CBr)=O ((1R,2R)-2-(2-bromoethynyl)cyclopropyl)benzoic acid methyl ester